N1CCC(CC1)C(=O)OC(C=1C=C(C2=C(N=C(O2)C2=C(C(=CC=C2)Br)C)C1)C#N)C(C)(C)C tert-butyl-((2-(3-bromo-2-methylphenyl)-7-cyanobenzo[d]oxazol-5-yl) methyl) piperidine-4-carboxylate